C1=C(C=CC2=CC=CC=C12)C=1C2=CC=CC=C2C(=C2C=CC=CC12)C1=CC2=CC=CC=C2C=C1 9,10-bis-(2-naphthalenyl)Anthracene